ClC=1C=C(C(=CC1I)N)N 4-chloro-5-iodobenzene-1,2-diamine